CC=1C=C(C=CC1S(=O)(=O)O)C1=CC(=C(C=C1)S(=O)(=O)O)C 3,3'-dimethyl-[1,1'-biphenyl]-4,4'-disulfonic acid